CC12C=CC(C3C4(CCC(C13)C4)C)C2 5,10-dimethyltetracyclo[4.4.0.12,5.17,10]-3-dodecene